N-((2-(allyloxy)-4,5-dichlorophenyl)(piperidin-4-yl)methyl)-2,2,2-trifluoroacetamide C(C=C)OC1=C(C=C(C(=C1)Cl)Cl)C(NC(C(F)(F)F)=O)C1CCNCC1